BrC1=C(N(C(=C1C#N)C1=CC=C(C=C1)Cl)CC(=O)NCC(C(=O)O)C)C(F)(F)F 3-(2-(3-bromo-5-(4-chlorophenyl)-4-cyano-2-(trifluoromethyl)-1H-pyrrol-1-yl)acetamido)-2-methylpropanoic acid